BrCC(C=CC1=CC=C(C=C1)Cl)=O 1-bromo-4-(4-chlorophenyl)-3-buten-2-one